ClC=1C=C2C=NN(C2=CC1N1CCN(CCC1)C1(COC1)C)C1OCCCC1 5-chloro-6-(4-(3-methyloxetan-3-yl)-1,4-diazepan-1-yl)-1-(tetrahydro-2H-pyran-2-yl)-1H-indazole